BrC1=CC(=C(C(=C1)C)N1C(=NC2=CC(=C(C=C2C1=O)I)F)CC)C 3-(4-bromo-2,6-dimethylphenyl)-2-ethyl-7-fluoro-6-iodoquinazolin-4(3H)-one